methyl 4-(2-chloroethoxy)-3-iodo-5-methyl-benzoate ClCCOC1=C(C=C(C(=O)OC)C=C1C)I